OCCC1N(CCCC1)C(=O)OC(C)CC sec-butyl 2-(2-hydroxy ethyl)piperidine-1-carboxylate